C/C=C/C1=CC(=C(C=C1)OC(=O)CC2=CC=CC=C2)OC isoeugenyl phenyl acetate